Diisocyanatobenzen N(=C=O)C1=C(C=CC=C1)N=C=O